[Cl-].ClC[C@@H](CC1=C(C=C(C=C1)C)C)[NH3+] |r| (2RS)-1-chloro-3-(2,4-dimethylphenyl)propan-2-aminium chloride